BrC=1C=C(C=CC1)S(=O)(C)=NC1=NC=NC2=CC(=C(C=C12)OC)OC 4-{[(3-bromophenyl)(methyl)oxo-λ6-sulfanylidene]amino}-6,7-dimethoxyquinazoline